C1(CC1)C1=C(C(=NO1)C1=C(C=CC=C1)OC(F)(F)F)COC1C[C@H]2CC[C@@H](C1)N2C=2SC1=C(N2)C2=C(CCO2)C(=C1)C(=O)OC methyl 2-((1R,3R,5S)-3-((5-cyclopropyl-3-(2-(trifluoromethoxy) phenyl) isoxazol-4-yl) methoxy)-8-azabicyclo[3.2.1]oct-8-yl)-6,7-dihydrobenzofuro[7,6-d]thiazole-5-carboxylate